(E)-4-chloro-N-(4-(8-(4-chloro-1,2,6-trimethyl-1H-benzo[d]imidazol-5-yl)-1-ethynylindolizine-3-carbonyl)-2,6-difluorophenyl)but-2-enamide ClC/C=C/C(=O)NC1=C(C=C(C=C1F)C(=O)C1=CC(=C2C(=CC=CN12)C1=C(C2=C(N(C(=N2)C)C)C=C1C)Cl)C#C)F